5-chloro-2-(difluoromethyl)-N-((1r,4r)-4-((7-fluoro-3-(5-fluoropyridin-2-yl)-3-hydroxy-2-oxoindolin-1-yl)methyl)cyclohexyl)nicotinamide ClC=1C=NC(=C(C(=O)NC2CCC(CC2)CN2C(C(C3=CC=CC(=C23)F)(O)C2=NC=C(C=C2)F)=O)C1)C(F)F